(3S,4S)-1-(3-(((R)-3-(hexylcarbamoyl)-4-octanoyl-1,4-diazepan-1-yl)sulfonyl)benzoyl)-N3,N4-bis((1S,2R)-2-phenylcyclopropyl)pyrrolidine-3,4-dicarboxamide C(CCCCC)NC(=O)[C@H]1CN(CCCN1C(CCCCCCC)=O)S(=O)(=O)C=1C=C(C(=O)N2C[C@H]([C@@H](C2)C(=O)N[C@@H]2[C@H](C2)C2=CC=CC=C2)C(=O)N[C@@H]2[C@H](C2)C2=CC=CC=C2)C=CC1